FC=1C(=NC=C(C1)F)NC(CC[C@H]1C2C3CCC=4C=CC=CC4C3CC[C@@]2(/C(/C1)=N/O)C)=O N-(3,5-difluoropyridin-2-yl)-3-((13S,15R,E)-17-(hydroxyimino)-13-methyl-7,8,9,11,12,13,14,15,16,17-decahydro-6H-cyclopenta[a]phenanthren-15-yl)propanamide